4,6-bis(9H-carbazole-9-yl)isophthalic acid dimethyl ester COC(C1=CC(C(=O)OC)=C(C=C1N1C2=CC=CC=C2C=2C=CC=CC12)N1C2=CC=CC=C2C=2C=CC=CC12)=O